4-(methacryloyloxy)butanoate C(C(=C)C)(=O)OCCCC(=O)[O-]